ClC1=NC=C(C=C1S(=O)(=O)NCC1N(CCCC1)C(=O)OC(C)(C)C)F tert-Butyl 2-((2-chloro-5-fluoropyridine-3-sulfonamido)methyl)piperidine-1-carboxylate